4-({3-chloro-7H-imidazo[4,5-c]pyridazin-7-yl}methyl)-4-fluoro-1-methylpiperidine ClC1=CC2=C(N=N1)N(C=N2)CC2(CCN(CC2)C)F